FC=1C(=C(N2N=C(N=CC21)N[C@H]2[C@@H](COCC2)O)C(C)C)I (3S,4R)-4-({5-fluoro-6-iodo-7-isopropylpyrrolo[2,1-f][1,2,4]triazin-2-yl}amino)oxan-3-ol